C1(CCCCC1)C=1C=C(C=NC1NC(CO)(C)C)C=1C=C(C(=O)NC2CC2)C=CC1C 3-(5-cyclohexyl-6-((1-hydroxy-2-methylpropan-2-yl)amino)pyridin-3-yl)-N-cyclopropyl-4-methylbenzamide